ClC1=CC=C(C=C1)C1=C(C2=C(CCC1)C=C(C=C2)C(=O)O)C2=CC=C(C=C2)O[C@@H]2CN(CC2)CCCF 6-(4-chlorophenyl)-5-[4-[(3S)-1-(3-fluoropropyl)pyrrolidin-3-yl]oxyphenyl]-8,9-dihydro-7H-benzo[7]annulene-2-carboxylic acid